C[C@@H]1C=2C=3C=C(N=NC3NC2CCN1C1=NC=C(C=N1)C1CCNCC1)C1=C(C=CC=C1)O 2-[(3R)-3-methyl-4-[5-(4-piperidinyl)pyrimidin-2-yl]-4,8,10,11-tetraazatricyclo[7.4.0.02,7]Tridec-1(9),2(7),10,12-tetraen-12-yl]Phenol